N-[6-[3-methyl-4-(trifluoromethoxy)phenyl]-1,3-benzothiazol-2-yl]-8-oxo-6,7-dihydro-5H-indolizine-5-carboxamide CC=1C=C(C=CC1OC(F)(F)F)C1=CC2=C(N=C(S2)NC(=O)C2N3C=CC=C3C(CC2)=O)C=C1